FC=1C(=CC=2C3=C(NC(C2C1)=O)COC[C@H]3N(C([C@H](C3=CC=CC=C3)O)=O)C)F N-((S)-8,9-difluoro-6-oxo-1,4,5,6-tetrahydro-2H-pyrano[3,4-c]isoquinolin-1-yl)-(2S)-hydroxy-N-methyl-2-phenylacetamide